((3S,4S,6R)-4-(3,4-difluorophenyl)-6-(3-morpholinopropyl)piperidin-3-yl)-5,6-dihydropyrazolo[1,5-d]thiano[3,2-f][1,4]oxazepine-2-carboxamide FC=1C=C(C=CC1F)[C@@H]1[C@H](CN[C@@H](C1)CCCN1CCOCC1)C=1C(=NN2CCOC3=C(C21)CCCS3)C(=O)N